C(=O)O.C(#N)C1=C(CN2CCC(CC2)C(=O)O)C(=CC(=C1)C1CN(C1)C1=C(C=CC=C1Cl)Cl)C 1-(2-cyano-4-(1-(2,6-dichlorophenyl)azetidin-3-yl)-6-methylbenzyl)piperidine-4-carboxylic acid formate salt